2-(difluoromethyl)-4-fluoro-5-(4,4,5,5-tetramethyl-1,3,2-dioxaborolan-2-yl)-2H-indazole FC(N1N=C2C=CC(=C(C2=C1)F)B1OC(C(O1)(C)C)(C)C)F